C(C)(C)C1=C(NC2=CC=C(C=C12)C1CCNCC1)C1=NC=2N(C=C1)N=C(C2)C 5-(3-isopropyl-5-(piperidin-4-yl)-1H-indol-2-yl)-2-methylpyrazolo[1,5-a]pyrimidine